NC1=C(C=NN1)C(=O)NC1=NC=CC=C1 5-amino-N-(pyridin-2-yl)-1H-pyrazole-4-carboxamide